NC1=NN(C2=NC(=CC=C21)C2CCC2)C(=O)C2=C(C=CC=C2)OC (3-amino-6-cyclobutyl-1H-pyrazolo[3,4-b]pyridin-1-yl)(2-methoxyphenyl)methanone